COC([C@H](CC(=O)O)C)=O (S)-2-METHYLSUCCINIC ACID 1-METHYL ESTER